methyl 6-((tert-butoxycarbonyl) (ethyl) amino)-2-methoxyquinoline-3-carboxylate C(C)(C)(C)OC(=O)N(C=1C=C2C=C(C(=NC2=CC1)OC)C(=O)OC)CC